FC1=C(C(=C(C(=C1F)F)F)F)S(=O)(=O)N1[C@H](CC1)C(=O)N(CC1=CC=C(C=C1)C1CCOCC1)C1=CC=C(C(=O)O)C=C1 (R)-4-(1-((perfluorophenyl)sulfonyl)-N-(4-(tetrahydro-2H-pyran-4-yl)benzyl)azetidine-2-carboxamido)benzoic acid